CC1(OB(OC1(C)C)C=1N=C(C=2N(C1)N=CC2)O[C@H]2CCN(CCC2)C(=O)OC(C)(C)C)C tert-butyl (R)-4-((6-(4,4,5,5-tetramethyl-1,3,2-dioxaborolan-2-yl)pyrazolo[1,5-a]pyrazin-4-yl)oxy)azepane-1-carboxylate